5-(chloromethyl)-2-(2-fluorophenyl)-1H-imidazole ClCC1=CN=C(N1)C1=C(C=CC=C1)F